4,4'-cyclohexylidenebis(N,N-bis(4-methylphenyl)aniline) C1(CCCCC1)(C1=CC=C(N(C2=CC=C(C=C2)C)C2=CC=C(C=C2)C)C=C1)C1=CC=C(N(C2=CC=C(C=C2)C)C2=CC=C(C=C2)C)C=C1